4-(6-Nitro-2,3-dihydrobenzo[d]oxazol-2-yl)picolinic acid ethyl ester C(C)OC(C1=NC=CC(=C1)C1OC2=C(N1)C=CC(=C2)[N+](=O)[O-])=O